trivinyl-heptamethyltetrasiloxane C(=C)[Si](O[Si](O[Si](O[Si](C)(C)C)(C)C)(C)C)(C=C)C=C